1-allyl-3-methylimidazolium hexafluorophosphate salt F[P-](F)(F)(F)(F)F.C(C=C)N1C=[N+](C=C1)C